acryl-chalcone C(=O)(C=C)C1=C(C=CC=C1)\C=C\C(=O)C1=CC=CC=C1